phenyl naphthalenesulphonate C1(=CC=CC2=CC=CC=C12)S(=O)(=O)OC1=CC=CC=C1